N1=NC(=CC=C1C=1N=NN(C1)C=1C(=C(C(=O)O)C=CC1)O)C=1N=NN(C1)C=1C(=C(C(=O)O)C=CC1)O 4'-(pyridazine-3,6-diylbis(1H-1,2,3-triazole-4,1-diyl))bis(2-hydroxybenzoic acid)